ethylene methanedisulfonate C1S(=O)(=O)OCCOS1(=O)=O